1-α-Aminoethyl-4-aminomethylbenzol NC(C)C1=CC=C(C=C1)CN